C1(CC1)C1=CC=C(C=N1)C1COC2=C(O1)C(=CC(=C2)CC2=CN=C1N2C=CN=C1)OC 3-((2-(6-cyclopropylpyridin-3-yl)-8-methoxy-2,3-dihydrobenzo[b][1,4]dioxin-6-yl)methyl)imidazo[1,2-a]pyrazine